COC=1C2=C(N=C(N1)NC1C[C@@H]3[C@@H](CN(C3)C(C)=O)C1)NC=C2C2=CC=1N(C=C2)N=CC1 1-((3aR,5s,6aS)-5-((4-methoxy-5-(pyrazolo[1,5-a]pyridin-5-yl)-7H-pyrrolo[2,3-d]pyrimidin-2-yl)amino)hexahydrocyclopenta[c]pyrrol-2(1H)-yl)ethan-1-one